C(C)(C)N1C(NC(=CC1=O)N1C(C2=CC=CC=C2CC1)=O)=O 3-isopropyl-6-(1-oxo-3,4-dihydroisoquinolin-2(1H)-yl)pyrimidine-2,4(1H,3H)-dione